3-[2-(2-chloro-6-fluorophenyl)ethyl]-4-[(4,4-difluorocyclohexyl)methyl]-1,2,4-oxadiazol-5(4H)-one ClC1=C(C(=CC=C1)F)CCC1=NOC(N1CC1CCC(CC1)(F)F)=O